NC=1C=C(C=NC1)C1=CC2=C(C=C1OC)OCC1=C2N(N=C1C(=O)N1C(COCC1)(C)C)C1=CC(=CC(=C1)F)F (8-(5-aminopyridin-3-yl)-1-(3,5-difluorophenyl)-7-methoxy-1,4-dihydrochromeno[4,3-c]pyrazol-3-yl)(3,3-dimethylmorpholino)methanone